2-(2-aminopyridin-3-yl)-1-(4-((4-((2-cyanopyrimidin-4-yl)amino)piperidin-1-yl)methyl)phenyl)-1H-benzo[d]imidazole-6-carbonitrile NC1=NC=CC=C1C1=NC2=C(N1C1=CC=C(C=C1)CN1CCC(CC1)NC1=NC(=NC=C1)C#N)C=C(C=C2)C#N